2-(6-(4-Cyclopropylphenyl)-3-azabicyclo[4.1.0]heptane-3-carbonyl)-7-oxa-5-azaspiro[3.4]octan-6-one C1(CC1)C1=CC=C(C=C1)C12CCN(CC2C1)C(=O)C1CC2(C1)NC(OC2)=O